C(C)S(=O)(=O)C1=CC=C(C=C1)[C@H](CO)NC(C1=CN=C(C=C1)N1[C@@H](C[C@H](C1)C1=CC=C(C=C1)C(F)(F)F)COC(F)(F)F)=O N-((R)-1-(4-(ethylsulfonyl)phenyl)-2-hydroxyethyl)-6-((2S,4S)-2-((trifluoromethoxy)methyl)-4-(4-(trifluoromethyl)phenyl)pyrrolidin-1-yl)nicotinamide